1-methylpyrazole-4-carboxylic acid CN1N=CC(=C1)C(=O)O